5-chloro-3-fluoro-2-[4-methyl-7-[(3R)-1-methyl-3-piperidyl]-5,6-dihydropyrrolo[2,3-c]pyridazin-3-yl]phenol ClC=1C=C(C(=C(C1)O)C1=C(C2=C(N=N1)N(CC2)[C@H]2CN(CCC2)C)C)F